1,3-dibromo-1,3,5-triazine-2,4,6-trione BrN1C(N(C(NC1=O)=O)Br)=O